OC[C@H](C1=CC=CC=C1)NC1=NC(=NC=C1C1=NN=NN1)NC1=CC(=C(C(=O)N(C)C)C=C1)C 4-[[4-[[(1S)-2-hydroxy-1-phenyl-ethyl]amino]-5-(1H-tetrazol-5-yl)pyrimidin-2-yl]amino]-N,N,2-trimethyl-benzamide